1-(4-chlorophenyl)-1H-pyrazole ClC1=CC=C(C=C1)N1N=CC=C1